C(C)OCC(C)N1N=CC=C1 1-(1-ethoxypropan-2-yl)-1H-pyrazol